4-((3,8-dimethyl-2,3-dihydro-1H-pyrido[2,3-b][1,4]oxazin-7-yl)amino)-N-(4-(4-isobutyryl-piperazin-1-yl)phenyl)-2-oxo-1,2-dihydropyridine-3-carboxamide CC1CNC2=C(O1)N=CC(=C2C)NC2=C(C(NC=C2)=O)C(=O)NC2=CC=C(C=C2)N2CCN(CC2)C(C(C)C)=O